ClC=1C2=C(N=C(N1)N1[C@@H](COCC1)C)N(CC2)C(CC#N)=O (R)-3-(4-chloro-2-(3-methylmorpholinyl)-5H-pyrrolo[2,3-d]pyrimidin-7(6H)-yl)-3-oxopropanenitrile